(3AR,4S,9BS)-8-ACETYL-3A,4,5,9B-TETRAHYDRO-3H-CYCLOPENTA[C]QUINOLINE-4-CARBOXYLIC ACID C(C)(=O)C1=CC=2[C@@H]3[C@H]([C@H](NC2C=C1)C(=O)O)CC=C3